(2-fluoro-4-(methylcarbamoyl)phenyl)-N-(3-(pyrrolidin-1-yl)propyl)benzo[d]imidazo[2,1-b]thiazole-7-carboxamide FC1=C(C=CC(=C1)C(NC)=O)C=1N=C2SC3=C(N2C1)C=CC(=C3)C(=O)NCCCN3CCCC3